N1=CN=C2N=CNC2=C1 anti-purine